2-(propylthio)dibenzo[c,e]oxepin-5(7H)-thione C(CC)SC1=CC2=C(C(OCC3=C2C=CC=C3)=S)C=C1